N-((S)-1-(6-(diethylamino)pyridin-3-yl)ethyl)-N,2-dimethylpropane-2-sulfinylamine C(C)N(C1=CC=C(C=N1)[C@H](C)N(C)S(=O)C(C)(C)C)CC